phenyl 4'-((6-hydroxyhexyl) oxy)-[1,1'-biphenyl]-4-carboxylate OCCCCCCOC1=CC=C(C=C1)C1=CC=C(C=C1)C(=O)OC1=CC=CC=C1